3-(2,4-dioxotetrahydropyrimidin-1(2H)-yl)-4-(methoxy-d3)benzoic acid O=C1N(CCC(N1)=O)C=1C=C(C(=O)O)C=CC1OC([2H])([2H])[2H]